ClC1=C(C(=O)N(C)C)C=CC(=N1)OC1CCC2(CCN(CC2)C([C@@](C(F)(F)F)(C2=CC(=CC=C2)OC)O)=O)CC1 |o1:23| 2-chloro-N,N-dimethyl-6-(3-((R or S)-3,3,3-trifluoro-2-hydroxy-2-(3-methoxyphenyl)propanoyl)-3-azaspiro[5.5]undecan-9-yloxy)nicotinamide